ClC1=NC(=NC(=C1CC)C1=C(C=CC=C1)CC(C)C)NS(=O)(=O)C=1C=NN(C1)C N-[4-chloro-5-ethyl-6-(2-isobutylphenyl)pyrimidin-2-yl]-1-methyl-pyrazole-4-sulfonamide